NC(CC1C(C1)C#CC#CC1=CC=C(C(=O)N[C@H](C(=O)NO)[C@](C(F)F)(C)O)C=C1)=O 4-((2-(2-amino-2-oxo-ethyl)cyclopropyl)-buta-1,3-diyn-1-yl)-N-((2S,3S)-4,4-difluoro-3-hydroxy-1-(hydroxyamino)-3-methyl-1-oxobutan-2-yl)benzamide